FC1=CC=C(C=C1)N1N=C(N=N1)C1CCN(CC1)C(CC1=NON=C1C)=O 1-(4-(2-(4-fluorophenyl)-2H-tetrazol-5-yl)piperidin-1-yl)-2-(4-methyl-1,2,5-oxadiazol-3-yl)ethan-1-one